N-(3-Methoxybenzyl)-(9Z,12Z,15Z)-octadecatrienamide COC=1C=C(CNC(C=CC=CC=CCCCCCCCCCCC)=O)C=CC1